ClC1=C2C=C(C(=NC2=CC=C1C1=CN(C2=NC(=CN=C21)N2C1CC(CC2CC1)NC(OC(C)(C)C)=O)COCC[Si](C)(C)C)C)OC tert-Butyl N-[endo-8-[7-(5-chloro-3-methoxy-2-methylquinolin-6-yl)-5-{[2-(trimethylsilyl)ethoxy] methyl}-5H-pyrrolo[2,3-b]pyrazin-3-yl]-8-azabicyclo[3.2.1]octan-3-yl]carbamate